N-(1-(4-chlorophenyl)-2,2,2-trifluoroethyl)-1-ethyl-N-methyl-6-oxo-1,6-dihydropyridine-3-sulfonamide ClC1=CC=C(C=C1)C(C(F)(F)F)N(S(=O)(=O)C1=CN(C(C=C1)=O)CC)C